ClC1=CN=CC(=N1)OC1C(CN(CC1)C(=O)OC(C)(C)C)(C)C tert-butyl 4-((6-chloropyrazin-2-yl)oxy)-3,3-dimethylpiperidine-1-carboxylate